ClC1=NC=C(C(=N1)NC1=CC=C(C=C1)C1=NC(=NC=C1C)N)C 4-(4-((2-chloro-5-methylpyrimidin-4-yl)amino)phenyl)-5-methylpyrimidin-2-amine